3-[(2,3-dihydrothieno[3,4-b]-[1,4]dioxin-2-yl)methoxy]-1-propyl-1-propanesulfonic acid sodium salt [Na+].O1C=2C(OCC1COCCC(S(=O)(=O)[O-])CCC)=CSC2